NC1=NC=NC2=C1N(C=1C=CC=CC21)C=2C=C1C(=NC2)NC=C1 4-amino-5-{1H-pyrrolo[2,3-b]pyridin-5-yl}-5H-pyrimido[5,4-b]indole